OC1=C(C(=O)C2=C(C=CC=C2)O)C=CC(=C1)OCCCCCCCCCCCC 2,2'-dihydroxy-4-dodecyloxy-benzophenone